2,2'-[methylenedisulfonyl]diethanol C(S(=O)(=O)CCO)S(=O)(=O)CCO